7-(3,8-diazabicyclo[3.2.1]octan-3-yl)-2-(8-fluoro-2-methylimidazo[1,2-a]pyridin-6-yl)-4H-pyrido[1,2-a][1,3,5]triazin-4-one hydrochloride Cl.C12CN(CC(CC1)N2)C=2C=CC=1N(C(N=C(N1)C=1C=C(C=3N(C1)C=C(N3)C)F)=O)C2